2-(4-fluorophenoxy)-N-{2-[(1E)-2-(hydroxycarbamoyl)eth-1-en-1-yl]-4-(trifluoromethoxy)phenyl}benzamide FC1=CC=C(OC2=C(C(=O)NC3=C(C=C(C=C3)OC(F)(F)F)\C=C\C(NO)=O)C=CC=C2)C=C1